CC1=C(C=C(C(=C1)[N+](=O)[O-])S(=O)(=O)C1=CC=CC=C1)C(=O)C1=CC=CC=C1 (2-methyl-4-nitro-5-(phenylsulfonyl)phenyl)(phenyl)methanone